1-N-(4-amino-benzyl)-3,6,10,13,16,19-hexaazabicyclo[6.6.6]-eicosan-1,8-diamin NC1=CC=C(CNC23CNCCNCC(CNCCNC2)(CNCCNC3)N)C=C1